(S)-2-(1-(4-(2-(4-(3-(4-(17-azido-3-oxo-6,9,12,15-tetraoxa-2-azaheptadecyl)phenyl)ureido)phenyl)acetyl)morpholine-3-carbonyl)piperidin-4-yl)acetic acid N(=[N+]=[N-])CCOCCOCCOCCOCCC(NCC1=CC=C(C=C1)NC(NC1=CC=C(C=C1)CC(=O)N1[C@@H](COCC1)C(=O)N1CCC(CC1)CC(=O)O)=O)=O